tert-Butyl [2-(3,6-dihydro-2H-pyran-4-yl)-3-formylpyridin-4-yl]carbamate O1CCC(=CC1)C1=NC=CC(=C1C=O)NC(OC(C)(C)C)=O